C(C=C)OC([C@@H](F)ON1[C@@H]2C=C([C@H](N(C1=O)C2)C(N)=O)C)=O (2R)-2-[[(2S,5R)-2-carbamoyl-3-methyl-7-oxo-1,6-diazabicyclo[3.2.1]oct-3-en-6-yl]oxy]-2-fluoro-acetic acid allyl ester